(E)-4-(3-Isopropyl-5-(2-(piperidin-4-yl)vinyl)-1H-indol-2-yl)-1H-pyrazolo[3,4-b]pyridin C(C)(C)C1=C(NC2=CC=C(C=C12)\C=C\C1CCNCC1)C1=C2C(=NC=C1)NN=C2